2-(4-Isobutylphenyl)propionic Acid C(C(C)C)C1=CC=C(C=C1)C(C(=O)O)C